2-[6-bromo-3-(trifluoromethyl)indazol-2-yl]ethanol BrC=1C=CC2=C(N(N=C2C1)CCO)C(F)(F)F